FC(C(C)(C)O)(F)C=1C(=C(C=CC1)[C@@H](C)NC=1C2=C(N=CN1)C1(CN(CC1)C)C(N(C2)C2=C(C=CC=C2)F)=O)F 4-(((R)-1-(3-(1,1-difluoro-2-hydroxy-2-methylpropyl)-2-fluorophenyl)ethyl)amino)-6-(2-fluorophenyl)-1'-methyl-5,6-dihydro-7H-spiro[pyrido[4,3-d]pyrimidine-8,3'-pyrrolidin]-7-one